5-((3-(4-(2-(4-((2-(2-oxa-7-azaspiro[3.5]nonan-7-yl)pyrimidin-4-yl)methoxy)phenyl)propan-2-yl)phenoxy)cyclobutyl)amino)-2-(2,6-dioxopiperidin-3-yl)isoindolin-1,3-dione C1OCC12CCN(CC2)C2=NC=CC(=N2)COC2=CC=C(C=C2)C(C)(C)C2=CC=C(OC1CC(C1)NC=1C=C3C(N(C(C3=CC1)=O)C1C(NC(CC1)=O)=O)=O)C=C2